[Sn]=O.[In].[Al] aluminum-indium tin oxide